4-(1-((6-(((cyclobutylmethyl) amino) methyl) imidazo[1,2-a]pyridin-2-yl) methyl)-1H-1,2,3-triazol-4-yl)-1H-indazol-6-yl acetate C(C)(=O)OC1=CC(=C2C=NNC2=C1)C=1N=NN(C1)CC=1N=C2N(C=C(C=C2)CNCC2CCC2)C1